(2R,5S)-3-(4-aminophenylethyl)-2-(1-(4-bromophenyl)-3-(1H-pyrrol-3-yl)-1H-pyrazol-4-yl)-5-methyloxazolidin-4-one NC1=CC=C(C=C1)CCN1[C@H](O[C@H](C1=O)C)C=1C(=NN(C1)C1=CC=C(C=C1)Br)C1=CNC=C1